3-((2-((1-(2-fluoroethyl)-1H-pyrazol-4-yl)amino)pyrimidin-5-yl)ethynyl)-4-methylbenzamide FCCN1N=CC(=C1)NC1=NC=C(C=N1)C#CC=1C=C(C(=O)N)C=CC1C